(2S)-1-but-2-ynol C(C#CC)O